O=S1C(C=CC2=C1C(=CC=C2)C(=O)O)C(=O)O oxobenzothiopyran-2,8-dicarboxylic acid